FC(OC=1C=C(ON2C=NC=3NC(CNC(C32)=O)=O)C=CC1)(F)F 3-(trifluoromethoxy)phenoxyl-1H,4H,5H,6H,7H,8H-imidazo[4,5-e][1,4]diazepine-5,8-dione